NC([C@H](CCC(=O)OC(C)(C)C)NC(=O)OCC1=CC=CC=C1)=O tert-butyl (4S)-5-amino-4-(benzyloxy carbonyl amino)-5-oxo-pentanoate